C1(CC1)C(=O)NC=1C(=C(N=NC1)C(=O)N)NC1=C(C(=CC=C1)C1=NNC(=C1)P(=O)(C1CC1)C1CC1)OC (Cyclopropanecarboxamido)-4-((3-(5-(dicyclopropylphosphoryl)-1H-pyrazol-3-yl)-2-methoxyphenyl)amino)pyridazine-3-carboxamide